NC=1C(C(=C(C(C1N)=O)N)N)=O 2,3,5,6-tetra-aminobenzoquinone